OCC[C@H]1N(C(OC1)(C)C)C(=O)OC(C)(C)C tert-butyl (4R)-4-(2-hydroxyethyl)-2,2-dimethyl-oxazolidine-3-carboxylate